COC=1C(=C(C=CC1)B1OC(C(O1)(C)C)(C)C)C 2-(3-methoxy-2-methylphenyl)-4,4,5,5-tetramethyl-1,3,2-dioxaborolane